N[C@H](C(=O)N1CCC(CC1)[C@H](C1=C(C=C(C(=C1)Cl)Cl)O)N)[C@H](C)O (2S,3S)-2-amino-1-[4-[(R)-amino(4,5-dichloro-2-hydroxyphenyl)methyl]piperidin-1-yl]-3-hydroxybutan-1-one